NC1=C(C(=NN1C(C)C)C1=C2C=NNC2=C(C=C1)CNC(C1=C(C=CC(=C1)F)OC)=O)C(=O)N 5-Amino-3-(7-((5-fluoro-2-methoxybenzamido)methyl)-1H-indazol-4-yl)-1-isopropyl-1H-pyrazole-4-carboxamide